racemic-2-(4-(2,2-difluorocyclopropyl)phenyl)acetic acid FC1([C@H](C1)C1=CC=C(C=C1)CC(=O)O)F |r|